NCCN1CCN(CC1)C(=O)C=1NC2=CC=C(C(=C2C1F)Cl)F (4-(2-aminoethyl)piperazin-1-yl)(4-chloro-3,5-difluoro-1H-indol-2-yl)methanone